1-[4-(1-Methylpyrazol-4-yl)oxyphenyl]cyclopropanecarboxylic acid CN1N=CC(=C1)OC1=CC=C(C=C1)C1(CC1)C(=O)O